COCC(=O)NC1=C2CCNCC2=CC=C1 2-methoxy-N-(1,2,3,4-tetrahydroisoquinolin-5-yl)acetamide